CC1=C(NC(=C1)S(=O)(=O)N1CCNCC1)C(=O)N 3-methyl-5-(piperazin-1-ylsulfonyl)-1H-pyrrole-2-carboxamide